bis{2,4-bis(1-methylphenyl)ethyl-phenyl}pentaerythritol CC1(CC=CC=C1)CCC1=C(C=CC(=C1)C1(CC=CC=C1)C)C(O)(C(CO)(CO)CO)C1=C(C=C(C=C1)C1(CC=CC=C1)C)CCC1(CC=CC=C1)C